6-(((2S,4R)-4-fluoro-2-((S)-1-hydroxyethyl)-1-(tetrahydro-2H-pyran-4-yl)pyrrolidin-2-yl)methoxy)-3,4-dihydro-2H-pyrimido[4,5-e][1,3]oxazin-2-one F[C@@H]1C[C@@](N(C1)C1CCOCC1)([C@H](C)O)COC=1N=CC2=C(CNC(O2)=O)N1